(5-chloro-1H-indol-3-yl)-6-(piperidin-1-yl)-3,4-dihydroisoquinoline-2(1H)-carboxamide ClC=1C=C2C(=CNC2=CC1)C1N(CCC2=CC(=CC=C12)N1CCCCC1)C(=O)N